C1(CC1)C1=CC(=NN1)NC1=NC(=NC2=CC=CC=C12)NC1=CC=C(C(=O)NCC)C=C1 4-((4-((5-cyclopropyl-1H-pyrazol-3-yl)amino)quinazolin-2-yl)amino)-N-ethylbenzamide